C(#N)C1=CC(=NC=C1)N1C=C(C2=C1N=CN=C2N2[C@H](CN(CC2)C(=O)OC(C)(C)C)C)N(CCC)CC tert-butyl (S)-4-(7-(4-cyanopyridin-2-yl)-5-(ethyl(propyl)amino)-7H-pyrrolo[2,3-d]pyrimidin-4-yl)-3-methylpiperazine-1-carboxylate